CC=1C=CC=C2C=CC=C(C12)N1CC=2N=C(N=C(C2CC1)N1CCN(CC1)C(=O)OC(C)(C)C)OC[C@H]1N(CCC1)C tert-butyl (S)-4-(7-(8-methylnaphthalen-1-yl)-2-((1-methylpyrrolidin-2-yl)methoxy)-5,6,7,8-tetrahydropyrido[3,4-d]pyrimidin-4-yl)piperazine-1-carboxylate